C(C)(C)(C)OC(=O)N1CC2(C1)CCC(CC2)N 7-Amino-2-azaspiro[3.5]nonane-2-carboxylic acid tert-butyl ester